ClS(=O)(=O)C=1SC=C(N1)NC(OC(C)(C)C)=O tert-butyl (2-(chlorosulfonyl)thiazol-4-yl)carbamate